N-(4-bromophenyl)-benzylamine BrC1=CC=C(C=C1)NCC1=CC=CC=C1